FC(S(=O)(=O)OC1=CC=CC=2OC3=C(C21)C=C(C=C3)C=3C=CC=2N(C1=CC=CC=C1C2C3)C3=CC=CC=C3)(F)F 8-(9-phenyl-9H-carbazol-3-yl)-dibenzofuran-1-yl trifluoromethanesulfonate